NC1=C(C=CC(=C1)NCC1=CC=C(C=C1)O)NC(CCCC[C@H](CF)F)=O (6R)-N-(2-amino-4-((4-hydroxybenzyl)amino)phenyl)-6,7-difluoroheptanamide